C(C)(C)(C)OC(=O)N1[C@@H](CCC1)C1=C2CN(CC2=CC(=C1)Cl)C(=O)C=1C=NN(C1)C (S)-2-(6-chloro-2-(1-Methyl-1H-pyrazole-4-carbonyl)isoindolin-4-yl)pyrrolidine-1-carboxylic acid tert-butyl ester